C(C1=CC=CC=C1)OC1CCCCC1 2-benzyloxy-cyclohexane